ClC1=CC=C(C(=N1)S(=O)(=O)N)O[C@H](C)C=1C=C(C=C2C(C(=C(OC12)C=1C=NC(=NC1)C1CC1)C)=O)C 6-Chloro-3-[(1R)-1-[2-(2-cyclopropylpyrimidin-5-yl)-3,6-dimethyl-4-oxo-chromen-8-yl]ethoxy]pyridine-2-sulfonamide